8-chloro-N-(3-(5-cyclopropylpyrazin-2-yl)phenyl)-N-methyltetrazolo[1,5-a]quinazolin-5-amine Potassium acetate C(C)(=O)[O-].[K+].ClC1=CC=C2C(=NC=3N(C2=C1)N=NN3)N(C)C3=CC(=CC=C3)C3=NC=C(N=C3)C3CC3